C1(CCC1)N1CCC(CC1)C=1C=C(C=2N(C(C=C(N2)C2=CC3=CN(N=C3C=C2)C)=O)C1)C 7-(1-cyclobutylpiperidin-4-yl)-9-methyl-2-(2-methyl-2H-indazol-5-yl)-4H-pyrido[1,2-a]pyrimidin-4-one